NCCCC(=O)NC1=CC=C(C=C1)CCCCCCCCCCCCCCCCCCP(=O)=C(O)C[N+](C)(C)C 18-[p-(4-aminobutanoylamino)phenyl]octadecyl-phosphorylcholine